3-((S)-2,2-di((9Z,12Z)-octadeca-9,12-dien-1-yl)-1,3-dioxolan-4-yl)propan-1-ol C(CCCCCCC\C=C/C\C=C/CCCCC)C1(OC[C@@H](O1)CCCO)CCCCCCCC\C=C/C\C=C/CCCCC